propanedioic acid, dibutyl ester C(CC(=O)OCCCC)(=O)OCCCC